tert-butyl (S,Z)-6-((tert-butylsulfinyl)imino)-2-methyl-4,6-dihydrospiro[cyclopenta[d]thiazole-5,4'-piperidine]-1'-carboxylate C(C)(C)(C)[S@](=O)\N=C\1/C2=C(N=C(S2)C)CC12CCN(CC2)C(=O)OC(C)(C)C